C(C=C)(=O)N1CCN(CC1)C=1C=C(C=NC1)C(C(=O)NC=1SC(=CN1)CC)C 2-(5-(4-propenoylpiperazin-1-yl)pyridin-3-yl)-N-(5-ethylthiazol-2-yl)propanamide